C(C1=CC=CC=C1)NC(\C=C\C1=CC(=C(C=C1)Cl)OC1=CC=CC=C1)=O (E)-N-benzyl-(4-chloro)-3-phenoxycinnamamide